(S)-5-Benzyl-11-(methylsulfonyl)-6-oxo-1,3,4,5,6,11-hexahydrothiocino[3,4-b]indole-5-carbonitrile C(C1=CC=CC=C1)[C@@]1(C(C2=C(N(C3=CC=CC=C23)S(=O)(=O)C)CSCC1)=O)C#N